FC(C(C(F)(F)F)(SC1=CNC2=CC=CC=C12)F)(F)F 3-((perfluoropropan-2-yl)thio)-1H-indole